ClC1=NC(=C2N=C(N(C2=N1)CCC1=CC=CC=C1)C)NN=CC1=CC(=CC=C1)C 2-(2-chloro-8-methyl-6-(2-(3-methylbenzylidene)hydrazinyl)-9H-purin-9-yl)-1-phenylethane